S1C(=CC=C1)C(SCCCCCCCCCCCC)=O S-dodecyl thiophene-2-thiocarboxylate